tritetradecylammonium tetrakis(pentafluorophenyl)borate FC1=C(C(=C(C(=C1[B-](C1=C(C(=C(C(=C1F)F)F)F)F)(C1=C(C(=C(C(=C1F)F)F)F)F)C1=C(C(=C(C(=C1F)F)F)F)F)F)F)F)F.C(CCCCCCCCCCCCC)[NH+](CCCCCCCCCCCCCC)CCCCCCCCCCCCCC